4-chloro-1-(2,4-dichlorophenyl)-1-(4-fluorophenyl)butan-1-ol ClCCCC(O)(C1=CC=C(C=C1)F)C1=C(C=C(C=C1)Cl)Cl